CO[C@H]1C[C@H](CC1)N |r| racemic-cis-3-methoxycyclopentan-1-amine